trans-1,4-bis(tridecafluorooctyloxy)but-2-ene FC(C(C(C(C(OC\C=C\COC(C(C(C(C(CCC(F)(F)F)(F)F)(F)F)(F)F)(F)F)(F)F)(F)F)(F)F)(F)F)(F)F)(CCC(F)(F)F)F